2-(2'-hydroxy-3',5'-di-tert-butyl-phenyl)-5-chlorobenzotriazole OC1=C(C=C(C=C1C(C)(C)C)C(C)(C)C)N1N=C2C(=N1)C=CC(=C2)Cl